N-(4-butoxy)phenyl-N'-(3-(1-methyl-1,2,3,4-tetrahydropyridin-4-yl)-1H-indol-5-yl)urea CCCCON(C(=O)NC=1C=C2C(=CNC2=CC1)C1CCN(C=C1)C)C1=CC=CC=C1